C(CCC)[N+](CCCC)(CCCCCCCCCCCCCCCCCC)[O-] N,N-dibutyloctadecylamine N-oxide